(S)-N-((3-chloro-5-fluoropyridin-2-yl)methyl)-4-(5-(5-fluoro-2-methoxypyridin-4-yl)-1H-pyrazole-3-carbonyl)-4-azaspiro[2.5]octane-7-carboxamide ClC=1C(=NC=C(C1)F)CNC(=O)[C@H]1CCN(C2(CC2)C1)C(=O)C1=NNC(=C1)C1=CC(=NC=C1F)OC